8-chloro-6-(2-fluorophenyl)-5-oxido-4H-imidazo[1,2-a][1,4]benzodiazepin-5-ium-2-carboxylic acid ClC=1C=CC2=C(C(=[N+](CC=3N2C=C(N3)C(=O)O)[O-])C3=C(C=CC=C3)F)C1